(1S,5R)-3-(4-(tert-Butoxymethyl)-5-(1-(4-nitro-1H-pyrazol-1-yl)ethyl)pyrimidin-2-yl)-3-azabicyclo[3.1.0]hexan-2-one C(C)(C)(C)OCC1=NC(=NC=C1C(C)N1N=CC(=C1)[N+](=O)[O-])N1C([C@H]2C[C@H]2C1)=O